(S)-tert-butyl 5-((tert-butoxycarbonyl)(6-hydroxyhexyl)amino)-2-((tert-butoxycarbonyl)amino)pentanoate C(C)(C)(C)OC(=O)N(CCC[C@@H](C(=O)OC(C)(C)C)NC(=O)OC(C)(C)C)CCCCCCO